FC(C1=CC=C2C(=N1)CC1(CCNCC1)C2)F 2-(difluoromethyl)spiro[5,7-dihydrocyclopenta[b]pyridine-6,4'-piperidine]